[Cl-].C(C(=C)C)(=O)OCC[N+](C)(C)C 2-trimethylammonioethyl methacrylate chloride